C(#N)C1=CC=C(C=C1)C=1C=NN(C1OC)C1=CC=C(C=N1)NC(=O)N1CCOCC1 N-(6-(4-(4-cyanophenyl)-5-methoxy-1H-pyrazol-1-yl)pyridin-3-yl)morpholine-4-carboxamide